(4-(7-(8-ethyl-7-fluoro-3-(methoxymethoxy)naphthalen-1-yl)-8-fluoro-2-(((2R,7aS)-2-fluorohexahydro-1H-pyrrolizin-7a-yl)methoxy)pyrido[4,3-d]pyrimidin-4-yl)-1,4-oxazepan-6-yl)methanol C(C)C=1C(=CC=C2C=C(C=C(C12)C1=C(C=2N=C(N=C(C2C=N1)N1CCOCC(C1)CO)OC[C@]12CCCN2C[C@@H](C1)F)F)OCOC)F